C(C)(C)(C)OC([C@H](CC1CC1)N)=O.COC1=C(CN(S(=O)(=O)C2=CC=CC(=N2)NC(=O)C=2C(=NC3=CC=CC=C3C2)N2CCC(CCC2)(F)F)CC2=C(C=C(C=C2)OC)OC)C=CC(=C1)OC N-(6-(N,N-bis(2,4-dimethoxybenzyl)sulfamoyl)pyridin-2-yl)-2-(4,4-difluoroazepan-1-yl)quinoline-3-carboxamide tert-butyl-(2S)-2-amino-3-cyclopropyl-propanoate